BrC1=NC(=CC=C1C)Br 2,6-dibromo-3-methylpyridine